BrC=1C=C(C2=C(C(C=CO2)=NS(=O)C(C)(C)C)C1)Br N-(6,8-dibromobenzopyran-4-ylidene)-2-methylpropane-2-sulfinamide